[N+](=O)([O-])C=1C=NN(C1)CCOCCOCCOCC(=O)OCC 1-Ethyl 2-[2-[2-[2-(4-nitropyrazol-1-yl)ethoxy]ethoxy]ethoxy]acetate